S1N=CN=C1NS(=O)(=O)N1C=CC2=CC=CC=C12 N-(1,2,4-thiadiazol-5-yl)-1H-indole-1-sulfonamide